BrC=1C=C2C(OCC=3C=CC(=CC3C3=CC=C(C(NS(C(C1O)=C2)(=O)=O)=C3)OC)C(F)(F)F)=O 13-Bromo-14-hydroxy-19-methoxy-16,16-dioxo-4-(trifluoromethyl)-9-oxa-16λ6-thia-17-azatetracyclo[16.3.1.111,15.02,7]tricosa-1(21),2(7),3,5,11,13,15(23),18(22),19-nonaen-10-one